N-(p-tolyl)naphtho[2,1-d]thiazol-2-amine C1(=CC=C(C=C1)NC=1SC2=C(N1)C=CC1=CC=CC=C12)C